BrC1=C2CN(C(C2=CC=C1)=O)C(C(=O)NC(C(=O)O)=C)=C 2-(2-(4-bromo-1-oxoisoindolin-2-yl)acrylamido)acrylic acid